Methyl pyridine-2-carboxylate N1=C(C=CC=C1)C(=O)OC